The molecule is an L-cysteine thioether in which the thiol hydrogen is replaced by a (1R,2S)-2-hydroxy-1-phosphonopropyl group It is a L-cysteine thioether, a member of phosphonic acids and a secondary alcohol. It is a conjugate acid of a (1R,2S)-1-(S-L-cysteinyl)-2-hydroxypropylphosphonate(2-). C[C@@H]([C@H](P(=O)(O)O)SC[C@@H](C(=O)O)N)O